7-bromo-3-methyl-pyrrolo[1,2-c]pyrimidine-5-carboxylic acid BrC1=CC(=C2N1C=NC(=C2)C)C(=O)O